NC=1C=2N(C=CN1)C(=NC2C2=CC=C(C=C2)[C@@](C)(O)C2=CC(=CC=C2)C2CC2)[C@H]2CN1C(CC[C@@H]1CC2)=O (6R,8aS)-6-(8-amino-1-{4-[(1R)-1-(3-cyclopropylphenyl)-1-hydroxyethyl]phenyl}imidazo[1,5-a]pyrazin-3-yl)hexahydroindolizin-3(2H)-one